C(C)(=O)N[C@@H](CS\C=C/C)C(=O)O N-acetyl-S-(1Z)-propenyl-cysteine